CC1=C(C=C2CC[C@@]3(CN(CC3)C(=O)OC(C)(C)C)NC2=N1)C1=NC=CC=N1 tert-butyl (2R)-7-methyl-6-(pyrimidin-2-yl)-3,4-dihydro-1H-spiro[1,8-naphthyridine-2,3'-pyrrolidine]-1'-carboxylate